4-((1-((4-chlorophenyl)amino)-1-oxopropan-2-yl)oxy)benzamide ClC1=CC=C(C=C1)NC(C(C)OC1=CC=C(C(=O)N)C=C1)=O